CNC=1C(=CC(=CC1)OC1=CC=CC=C1)N N1-methyl-4-phenoxybenzene-1,2-diamine